[4-(trifluoromethyl)phenyl]prop-2-enamide FC(C1=CC=C(C=C1)C(C(=O)N)=C)(F)F